5-(3-(cyclobutylamino)propyl)-2-methoxybenzoic acid C1(CCC1)NCCCC=1C=CC(=C(C(=O)O)C1)OC